(3R,4R)-3,4-dihydroxy-4-(2-chlorophenyl)butyl pivalate C(C(C)(C)C)(=O)OCC[C@H]([C@@H](C1=C(C=CC=C1)Cl)O)O